(Z)-10-chloro-2-(2-(phenylthio)phenyl)dec-2-enenitrile ClCCCCCCC\C=C(/C#N)\C1=C(C=CC=C1)SC1=CC=CC=C1